2-({4-[(methoxycarbonyl)amino]phenyl}amino)-5H,6H,7H,8H-pyrido[3,4-d]pyrimidine-7-carboxylate COC(=O)NC1=CC=C(C=C1)NC=1N=CC2=C(N1)CN(CC2)C(=O)[O-]